NC1=CC(N(C(N1CCCCC)=O)CCCCC)=O 6-amino-1,3-di-n-pentyluracil